Cl.N[C@@H]1C[C@@H](CC1)C(=O)NC1=CC(=C(C=C1)C)OC (1R,3S)-3-amino-N-(3-methoxy-4-methylphenyl)cyclopentanecarboxamide hydrochloride